C(C)OC(=O)C1=CC2=C(C3=NC=C(C=C3N2)C2=C(N=NN2C)C)S1 6-(1,4-dimethyl-1H-1,2,3-triazol-5-yl)-4H-thieno[2',3':4,5]pyrrolo[3,2-b]pyridine-2-carboxylic acid ethyl ester